F[C@@H]1CN(C[C@H](C1)NC1=NC=CC(=N1)C1=C(N=C(S1)C)NC1=C2CCCC2=C(C=C1)OS(=O)(=O)CC(F)(F)F)C(=O)OC(C)(C)C tert-butyl (3S,5S)-3-fluoro-5-[[4-[2-methyl-4-[[7-(2,2,2-trifluoroethylsulfonyloxy)indan-4-yl]amino]thiazol-5-yl]pyrimidin-2-yl]amino]piperidine-1-carboxylate